(S)-2-((tert-Butoxycarbonyl)amino)-4-(4-methoxyphenyl)butanoic acid C(C)(C)(C)OC(=O)N[C@H](C(=O)O)CCC1=CC=C(C=C1)OC